N-((S)-1-((S)-4-(2-(6-(trifluoromethyl)imidazo[1,2-a]pyridin-3-yl)pyrimidin-4-yl)morpholin-2-yl)ethyl)methanesulfonamide FC(C=1C=CC=2N(C1)C(=CN2)C2=NC=CC(=N2)N2C[C@H](OCC2)[C@H](C)NS(=O)(=O)C)(F)F